ClC=1C=C2C=C(NC2=CC1OCC1=CC(=NO1)C)CNC(=O)C1N(CC1)C N-({5-chloro-6-[(3-methyl-5-isoxazolyl)methoxy]-2-indolyl}methyl)-1-methyl-2-azetidinecarboxamide